BrC=1C2=C(C(N(C1)C)=O)N(C(=C2)C=2C=NN(C2)C)S(=O)(=O)C2=CC=C(C)C=C2 4-bromo-6-methyl-2-(1-methyl-1H-pyrazol-4-yl)-1-tosyl-1,6-dihydro-7H-pyrrolo[2,3-c]pyridin-7-one